FC(C=1C(=CNC(C1)=O)C(=O)NC1=C(C=C(C(=C1)C1=NC(=NC=C1)N1CCOCC1)F)N1C[C@H](N(CC1)C)C)F |r| 4-(difluoromethyl)-N-[4-fluoro-5-(2-morpholin-4-ylpyrimidin-4-yl)-2-[rac-(3R)-3,4-dimethylpiperazin-1-yl]phenyl]-6-oxo-1H-pyridine-3-carboxamide